(3s,5s,7s)-1-Isocyanato-adamantane N(=C=O)C12CC3CC(CC(C1)C3)C2